C1(CC1)CCN(C1=C2CN(C(C2=CC=C1)=O)C1C(NC(CC1)=O)=O)C1CCC(CC1)NCC(C(F)(F)F)(C)C 3-{4-[(2-cyclopropylethyl)[(1s,4s)-4-[(3,3,3-trifluoro-2,2-dimethylpropyl)amino]cyclohexyl]amino]-1-oxo-3H-isoindol-2-yl}piperidine-2,6-dione